tert-butyl (6s,7s)-7-amino-6-[[3-(3,5-difluorophenyl)-2-fluoro-phenyl] methyl]-5-azaspiro[2.4]heptane-5-carboxylate N[C@@H]1[C@@H](N(CC12CC2)C(=O)OC(C)(C)C)CC2=C(C(=CC=C2)C2=CC(=CC(=C2)F)F)F